C(C)OC(CC(CC(C)(C)C)(C)C)(C)C 1,1,3,3,5,5-hexamethylhexyl ethyl ether